(R) or (S)-amino alcohol NO